FC1=CC(=CC=2C=COC21)CC(C)NC 1-(7-fluorobenzofuran-5-yl)-N-methylpropan-2-amine